NC=1C(=NC=C(N1)N1CCC2([C@@H](COC2)N)CC1)SC1=C2C(C(NC2=CC=C1)=O)F 4-((3-amino-5-((S)-4-amino-2-oxa-8-azaspiro[4.5]decan-8-yl)pyrazin-2-yl)thio)-3-fluoroindolin-2-one